3-Benzyl 8-(tert-butyl) (1S,2S,5R)-2-(2-((tert-butyldiphenylsilyl)oxy)-1-hydroxyethyl)-3,8-diazabicyclo[3.2.1]octane-3,8-dicarboxylate [Si](C1=CC=CC=C1)(C1=CC=CC=C1)(C(C)(C)C)OCC(O)[C@@H]1[C@@H]2CC[C@H](CN1C(=O)OCC1=CC=CC=C1)N2C(=O)OC(C)(C)C